O[C@@H]1[C@H]2[C@@H]([C@H]([C@@H](C1)O2)C(=O)NC2=C(C=CC(=C2)C(F)(F)F)OC)C=2C(=NN(C2)C)C(F)(F)F |r| rac-(1r,2r,3s,4r,5s)-5-hydroxy-N-(2-methoxy-5-(trifluoromethyl)phenyl)-3-(1-methyl-3-(trifluoromethyl)-1H-pyrazol-4-yl)-7-oxabicyclo[2.2.1]heptane-2-carboxamide